BrC1=CC=C2C3(CC=4C(=NOC4C2=C1)NS(=O)(=O)C1=C(C=C(C(=O)NC)C=C1OC)OC)C(C3)C rac-cis-4-(N-(8'-bromo-2-methyl-4'H-spiro[cyclopropane-1,5'-naphtho[2,1-d]isoxazol]-3'-yl)sulfamoyl)-3,5-dimethoxy-N-methylbenzamide